CN(C(CC)N1N=CC=C(C1=O)C(F)(F)F)CCC(N1CCN(CC1)C1=NC=C(C=N1)C(F)(F)F)=O [1-[methyl-[3-oxo-3-[4-[5-(trifluoromethyl)pyrimidin-2-yl]piperazin-1-yl]propyl]amino]propyl]-5-(trifluoromethyl)-1H-pyridazin-6-one